6-((4-(dimethylamino)phenyl)ethynyl)-2-(2-(2-hydroxyethoxy)ethyl)-1H-benzo[de]isoquinoline-1,3(2H)-dione CN(C1=CC=C(C=C1)C#CC=1C=CC=2C(N(C(C3=CC=CC1C23)=O)CCOCCO)=O)C